OC1=CC=C(C=C1)C(C(=O)[O-])=O 4-Hydroxyphenylglyoxylate